C(=C)C=1C=CC=2N(C1)N=CC2 6-vinylpyrazolo[1,5-a]pyridine